COC(C1=C(C=CC=C1)[C@@H]1O[C@H]([C@@H](C1=C)OC(C)=O)N1N=CC=2C1=NC(=NC2N(C(=O)OC(C)(C)C)C(=O)OC(C)(C)C)Cl)=O ((2S,4R,5R)-4-Acetyloxy-5-(4-(bis(t-butoxycarbonyl)amino)-6-chloro-1H-pyrazolo[3,4-d]pyrimidin-1-yl)-3-methylenetetrahydrofuran-2-yl)benzoic acid methyl ester